FC1=C(C=CC=C1)C1=NC(=NC(=N1)NC=1C=NC(=CC1)F)NC(C)C 6-(2-fluorophenyl)-N2-(6-fluoropyridin-3-yl)-N4-isopropyl-1,3,5-triazine-2,4-diamine